3-bromo-6-(2-fluorophenyl)pyrazolo[1,5-a]pyridine BrC=1C=NN2C1C=CC(=C2)C2=C(C=CC=C2)F